1,4-piperazinediethanesulfonate N1(CCN(CC1)CCS(=O)(=O)[O-])CCS(=O)(=O)[O-]